BrCCCN 3-bromopropylamine